Octyltrimethylammonium C(CCCCCCC)[N+](C)(C)C